N[C@@H]1C[C@](NC1)(C(=O)O)CCCCB(O)O (2S,4R)-4-amino-2-(4-boronobutyl)pyrrolidine-2-carboxylic acid